N-cyclopropyl-7-methyl-4-morpholino-2-(4-(m-tolyl)-1H-pyrazol-1-yl)furo[3,2-d]pyrimidine-6-carboxamide C1(CC1)NC(=O)C1=C(C=2N=C(N=C(C2O1)N1CCOCC1)N1N=CC(=C1)C=1C=C(C=CC1)C)C